C(C1=CC=CC=C1)N1CC(CCC1)C1=CC=NC=2N1N=C(C2)N(CCNC(OC(C)(C)C)=O)C tert-Butyl (2-((7-(1-benzylpiperidin-3-yl)pyrazolo[1,5-a]pyrimidin-2-yl)(methyl)amino)ethyl)carbamate